C(C(=C)C)(=O)OC[Si](OCC)(OCC)C Methacryloxymethylmethyldiethoxysilane